2-(1-(cyclopropylsulfonyl)-1H-pyrazol-4-yl)pyridin-4-amine C1(CC1)S(=O)(=O)N1N=CC(=C1)C1=NC=CC(=C1)N